FC(C1=NN=C(C2=CC=CC=C12)SCC(=O)C1=CC=CS1)(F)F 5-(2-((4-(trifluoromethyl)phthalazin-1-yl)thio)acetyl)thiophen